p-tertiary butyl-cyclohexanone C(C)(C)(C)C1CCC(CC1)=O